6-chloro-4-hydroxy-1,5-naphthyridine-3-carboxylic acid ClC=1N=C2C(=C(C=NC2=CC1)C(=O)O)O